FC(C(C=C)(F)F)(F)F pentafluoron-butene